N-(1-((dimethylamino)methyl)cyclopropyl)-2-fluoro-2-phenylpropanamide CN(C)CC1(CC1)NC(C(C)(C1=CC=CC=C1)F)=O